P(OCC)(OCC#C)=O ethyl (2-propynyl) phosphonate